1-(4-(benzylthio)phenoxy)-3-phenylpropan-2-amine C(C1=CC=CC=C1)SC1=CC=C(OCC(CC2=CC=CC=C2)N)C=C1